(methacryloyloxy)ethylphosphonic acid C(C(=C)C)(=O)OCCP(O)(O)=O